2-hydrazino-6-[(3-methoxyphenyl)amino]pyrimidine-4-carbonitrile N(N)C1=NC(=CC(=N1)C#N)NC1=CC(=CC=C1)OC